C(CCCCCCCCCCCCCCC)CC(C)=O cetylacetone